FC1CN(C1)C(C#CCO)=O 1-(3-fluoroazetidin-1-yl)-4-hydroxybut-2-yn-1-one